(S)-4-((tert-butoxycarbonyl)amino)-2-hydroxybutyric acid C(C)(C)(C)OC(=O)NCC[C@@H](C(=O)O)O